1,4-distyrylbenzene C(=CC1=CC=CC=C1)C1=CC=C(C=C1)C=CC1=CC=CC=C1